C(C)(C)(CC(C)(C)C)OOC(CC(C)O)(C)C 4-(tert-octylperoxy)-4-methyl-2-pentanol